FC=1C(=CC(=NC1)N1N=C(C=2CCCC(C12)=O)C(F)(F)F)O 1-(5-fluoro-4-hydroxy-2-pyridinyl)-3-(trifluoromethyl)-5,6-dihydro-4H-indazol-7-one